3-(isoxazol-4-yl)-N-(4-(3-oxo-3-(phenylamino)propyl)-1-phenyl-1H-imidazol-2-yl)benzamide O1N=CC(=C1)C=1C=C(C(=O)NC=2N(C=C(N2)CCC(NC2=CC=CC=C2)=O)C2=CC=CC=C2)C=CC1